Iron Phosphite P([O-])([O-])[O-].[Fe+3]